3-(1-oxo-5-(1-((4-oxo-3-(6-oxo-1,6-dihydropyridin-2-yl)-3,4-dihydroquinazolin-6-yl)methyl)piperidin-4-yl)isoindolin-2-yl)piperidine-2,6-dione O=C1N(CC2=CC(=CC=C12)C1CCN(CC1)CC=1C=C2C(N(C=NC2=CC1)C=1NC(C=CC1)=O)=O)C1C(NC(CC1)=O)=O